acryloyloxy-2-(2-hydroxyethoxy)-propylbis(trimethylsiloxy)methylsilane C(C=C)(=O)O[SiH](C(O[Si](C)(C)C)O[Si](C)(C)C)CC(C)OCCO